BrC1=C(C=C(C(=C1)O)O)C(C1=C(C=CC(=C1)Br)CN1C(=NC=C1)C1=CC=CC=C1)=O 2',5-dibromo-2-(2-phenylimidazol-1-yl)methyl-4',5'-dihydroxybenzophenone